ClC1=CC(=C2C(=N1)C(=C(O2)C[C@H](C)NC(OC(C)(C)C)=O)C#C)NCC=2SC=CC2 tert-butyl N-[(2S)-1-{5-chloro-3-ethynyl-7-[(thiophen-2-ylmethyl)amino]furo[3,2-b]pyridin-2-yl}propan-2-yl]carbamate